[Br-].[Br-].COCCOC.[Ni+2] nickel (1,2-dimethoxyethane) dibromide